O1CCN(CC1)C1=C2CN(C(C2=CC=C1)=O)C(C(=O)NC(C(=O)OC)=C)=C methyl 2-(2-(4-morpholino-1-oxoisoindolin-2-yl)acrylamido)acrylate